C(C(O)CO)OC(CCCCCCC)=O Glycerylcaprylat